zirconium n-butoxide tribromide [Br-].[Br-].[Br-].[O-]CCCC.[Zr+4]